C(=O)(O)C1=CC=CC(=N1)NC [6-(carboxyl)pyridin-2-yl]-methylamine